6-[4-(1-methyl-4-piperidinyl)phenyl]Isoquinolin-1-one tert-butyl-(4S)-4-[3-amino-3-(5-tert-butyl-2-pyridyl)propyl]-2,2-dimethyl-pyrrolidine-1-carboxylate C(C)(C)(C)OC(=O)N1C(C[C@@H](C1)CCC(C1=NC=C(C=C1)C(C)(C)C)N)(C)C.CN1CCC(CC1)C1=CC=C(C=C1)C=1C=C2C=CNC(C2=CC1)=O